ClCC1=CC=C(C=C1)C1OCCC1 (4-(chloromethyl)phenyl)tetrahydrofuran